8'-methyl-7'-(2-morpholinoethoxy)-2',3'-dihydrospiro[cyclopropane-1,4'-pyrido[2,3-b][1,4,5]oxathiazepine] 1',1'-dioxide CC1=CC2=C(OC3(CNS2(=O)=O)CC3)N=C1OCCN1CCOCC1